C(C)OC(C(CC1=CC=C(C=C1)OCCOCC)OS(=O)(=O)C)=O 3-[4-(2-ethoxyethoxy)phenyl]-2-[(methylsulfonyl)oxy]propanoic acid ethyl ester